5-fluoro-N-(4-methyl-3-((3-(8-methyl-9-(tetrahydro-2H-pyran-2-yl)-9H-purin-6-yl)pyridin-2-yl)amino)phenyl)-4-(trifluoromethyl)picolinamide FC=1C(=CC(=NC1)C(=O)NC1=CC(=C(C=C1)C)NC1=NC=CC=C1C1=C2N=C(N(C2=NC=N1)C1OCCCC1)C)C(F)(F)F